1-(4-methoxyphenyl)-3-(4-chlorophenyl)urea COC1=CC=C(C=C1)NC(=O)NC1=CC=C(C=C1)Cl